2-(2-(difluoromethoxy)-7-methylquinoxalin-5-yl)-4-vinylthiazole FC(OC1=NC2=CC(=CC(=C2N=C1)C=1SC=C(N1)C=C)C)F